CC1(CN(CCC1)C(=O)OC(C)(C)C)CNS(=O)(=O)C Tert-Butyl 3-methyl-3-(methylsulfonamidomethyl)piperidine-1-carboxylate